Cl.COC1=CC=C(C=C1)N1N=C(C=C1C)OCCN1CCOCC1 4-{2-[1-(4-methoxyphenyl)-5-methyl-1H-pyrazol-3-yloxy]ethyl}morpholine hydrochloride